C1(=CC=C(C=C1)NC(=O)N)C1=CC=CC=C1 4-[1,1'-biphenyl]yl-urea